ClC=1C=C(C=NC1)S(=O)(=N)C1=CC=C(C(=O)O)C=C1 4-[(5-chloro-3-pyridyl)sulfonimidoyl]benzoic acid